C(#N)C=1C=CC=2C3=C(NC2C1)C(=C(C=N3)C(=O)NCCC(C)(C)O)N[C@H]3COCC3 (R)-7-cyano-N-(3-hydroxy-3-methylbutyl)-4-((tetrahydrofuran-3-yl)amino)-5H-pyrido[3,2-b]indole-3-carboxamide